N-((2-chlorophenyl)carbamoyl)-2-fluoro-4-(trifluoromethoxy)benzamide ClC1=C(C=CC=C1)NC(=O)NC(C1=C(C=C(C=C1)OC(F)(F)F)F)=O